FC=1C=C(C=C(C1F)F)OB(O)O 3,4,5-trifluorophenyl-boric acid